4,6-Bis{4-[(5-dimethylaminopentyl)iminomethyl]phenyl}-1-phenyl-1H-pyrazolo[3,4-d]pyrimidine CN(CCCCCN=CC1=CC=C(C=C1)C1=C2C(=NC(=N1)C1=CC=C(C=C1)C=NCCCCCN(C)C)N(N=C2)C2=CC=CC=C2)C